(4-((2-(1-((tert-butoxycarbonyl)amino)cyclopropyl)ethyl)amino)butyl)carbamic acid C(C)(C)(C)OC(=O)NC1(CC1)CCNCCCCNC(O)=O